N1=CN=CC2=C1C=NC=C2 pyrido[3,4-d]Pyrimidin